ClC1=NC=C(C(=C1)Cl)C(Cl)(Cl)Cl 2,4-dichloro-5-trichloromethyl-pyridine